CC1(CCC2(CCC(O2)OCC(COC2OC3(CC2)CCC(CC3)(C)C)O)CC1)C 1,3-bis((8,8-dimethyl-1-oxaspiro[4.5]dec-2-yl)oxy)propane-2-ol